C(C)(C)(C)[Si](C=1C(=CC(=NC1)N(C(CCC(=O)N)=O)CCCC)OC)(F)C(C)(C)C N-{5-[di(tert-butyl)(fluoro)silyl]-4-methoxy-2-pyridyl}-N-butylsuccinamide